benzyl (3S)-4-[(4-fluoro-4-piperidinyl) methyl]-3-methyl-piperazine-1-carboxylate FC1(CCNCC1)CN1[C@H](CN(CC1)C(=O)OCC1=CC=CC=C1)C